racemic-N-(1,3-dimethylpyrazol-4-yl)sulfonyl-2-(2,2-dimethyl-4-trimethylgermyl-pyrrolidin-1-yl)-6-[3-(3,3,3-trifluoro-2,2-dimethyl-propoxy)pyrazol-1-yl]pyridine-3-carboxamide CN1N=C(C(=C1)S(=O)(=O)NC(=O)C=1C(=NC(=CC1)N1N=C(C=C1)OCC(C(F)(F)F)(C)C)N1C(C[C@H](C1)[Ge](C)(C)C)(C)C)C |r|